N-[1-methyl-3-(methylamino)butyl]-2-Propenamide CC(CC(C)NC)NC(C=C)=O